3-(5-methyl-2-(trifluoromethyl)pyridin-4-yl)-5-(methylamino)-5-oxopentanoic acid CC=1C(=CC(=NC1)C(F)(F)F)C(CC(=O)O)CC(=O)NC